FC[C@@H]1CN(CCN1CC1=CC(=C(C=C1)CO)OC)C(=O)[O-] (3S)-3-(fluoromethyl)-4-{[4-(hydroxymethyl)-3-methoxyphenyl]methyl}piperazine-1-carboxylate